(+)-m-nitrobenzenesulfonic acid glycidyl ester C(C1CO1)OS(=O)(=O)C1=CC(=CC=C1)[N+](=O)[O-]